ClC=1C(=NC(=NC1)NC1=C(C=C(C(=O)NC=2C=C(C=CC2)C)C=C1)OC)C=1C=NN(C1)C(C)C 4-((5-chloro-4-(1-isopropyl-1H-pyrazol-4-yl)pyrimidin-2-yl)amino)-3-methoxy-N-(m-tolyl)benzamide